1-(4-(1,4-dimethyl-1H-pyrazol-5-yl)-5-fluoropyrimidine-2-yl)-N-((2,4-dimethylthiazol-5-yl)methyl)piperidine-4-carboxamide CN1N=CC(=C1C1=NC(=NC=C1F)N1CCC(CC1)C(=O)NCC1=C(N=C(S1)C)C)C